N(=[N+]=[N-])CC1(OC2=C(C1)C(=CC=C2[C@@H](C)N[S@](=O)C(C)(C)C)F)C (R)-N-((1R)-1-(2-(azidomethyl)-4-fluoro-2-methyl-2,3-dihydrobenzofuran-7-yl)ethyl)-2-methylpropane-2-sulfinamide